COC1=CC=C(CCN2CCNCC2)C=C1 1-(4-methoxyphenethyl)-piperazine